6-(oxan-4-yl)isoquinolin O1CCC(CC1)C=1C=C2C=CN=CC2=CC1